OCCN1C(C(CC(C1C)C1=CC=CC=C1)NC(OC(C)(C)C)=O)=O tert-butyl N-[1-(2-hydroxyethyl)-6-methyl-2-oxo-5-phenyl-3-piperidyl]carbamate